C(C1=CC=CC=C1)OC1=C(C(=NC(=C1)C)Cl)SC 4-benzyloxy-2-chloro-6-methyl-3-methylsulfanyl-pyridine